(S)-2-amino-3-(4-(benzofuran-5-yl)phenyl)propanoic acid N[C@H](C(=O)O)CC1=CC=C(C=C1)C=1C=CC2=C(C=CO2)C1